C1(=CC=CC=C1)P(C1(C(=C2C=CC=CC2=CC1)C1=CC=CC2=CC=CC=C12)P(C1=CC=CC=C1)C1=CC=CC=C1)C1=CC=CC=C1 (±)-2,2-Bis(diphenylphosphino)-1,1-binaphthalene